1-benzyl-7-chloro-isatin C(C1=CC=CC=C1)N1C(=O)C(=O)C2=CC=CC(=C12)Cl